C12CC(CC2C1)OC1=C(C=C(C=C1C)NC(=O)C=1N=C(OC1CC)N1CC(C1)(OC)CC)F N-(4-(cis-bicyclo[3.1.0]hex-3-yloxy)-3-fluoro-5-methylphenyl)-5-ethyl-2-(3-ethyl-3-methoxyazetidin-1-yl)oxazole-4-carboxamide